2-((1r,2r)-1-(5-chloro-2-cyanophenyl)-1-(1-methyl-1H-pyrazol-4-yl)propan-2-yl)-5-hydroxy-N-(isoxazol-4-yl)-1-methyl-6-oxo-1,6-dihydropyrimidine-4-carboxamide ClC=1C=CC(=C(C1)[C@@H]([C@@H](C)C=1N(C(C(=C(N1)C(=O)NC=1C=NOC1)O)=O)C)C=1C=NN(C1)C)C#N